C(C)(C)(C)OC(=O)N1C(CCC1=O)(C)C tert-butyl-2,2-dimethyl-5-oxopyrrolidine-1-carboxylate